1,4-bis(3,4-dicarboxytrifluorophenoxy)tetrafluorobenzoic acid C(=O)(O)C=1C(=C(OC2(C(=O)O)C(C(=C(C(=C2F)F)OC2=C(C(=C(C(=C2F)F)C(=O)O)C(=O)O)F)F)F)C(=C(C1C(=O)O)F)F)F